NC=1SC(=C(N1)C1=C(C=CC=C1)Cl)C#N 2-amino-4-(2-chlorophenyl)thiazole-5-carbonitrile